N[C@@H]1[C@H](CCCCC1)C1=C(C2=NC(=CC(=C2S1)NCC=1SC=CC1)Cl)C 2-((1S,2S)-2-aminocycloheptyl)-5-chloro-3-methyl-N-(thiophen-2-ylmethyl)thieno[3,2-b]pyridin-7-amine